[5-[[4-methyl-6-(methylamino)pyrimidin-2-yl]amino]-2,3-dihydrobenzofuran-7-yl]-3,6-dihydro-2H-pyridine-1-carboxylic acid tert-butyl ester C(C)(C)(C)OC(=O)N1C(CC=CC1)C1=CC(=CC=2CCOC21)NC2=NC(=CC(=N2)C)NC